C(C)(C)(C)C1=CC=2C(=NC(=CN2)CN[C@@H](COC2=NC(=NC(=C2)C2=C(C=CC=C2C)C)NS(=O)(=O)C=2C=C(C(=O)O)C=CC2)C2OCCC2)N1C 3-[[4-[(2S)-2-[(6-tert-Butyl-5-methyl-pyrrolo[2,3-b]pyrazin-3-yl)methylamino]-2-tetrahydrofuran-2-yl-ethoxy]-6-(2,6-dimethylphenyl)pyrimidin-2-yl]sulfamoyl]benzoic acid